[Zn].[Mn].C(N)(SCCSC(N)=S)=S ethylene bisdithiocarbamate manganese-zinc